N-((4-(1-(2-(dimethylamino)ethyl)-1H-pyrazol-4-yl)-1-(4-(trifluoromethoxy)phenyl)-1H-pyrazolo[3,4-b]pyridin-3-yl)methyl)acrylamide CN(CCN1N=CC(=C1)C1=C2C(=NC=C1)N(N=C2CNC(C=C)=O)C2=CC=C(C=C2)OC(F)(F)F)C